chloroacrylate ClC(C(=O)[O-])=C